(S)-1-(3-hydroxy-2-phosphonomethoxypropyl)cytosine OC[C@H](CN1C(=O)N=C(N)C=C1)OCP(=O)(O)O